3-(2,6-difluoro-3,5-dimethoxyphenyl)-1-((1-ethyl-1H-pyrazol-4-yl)methyl)-7-(1-methyl-1H-pyrazol-4-yl)-3,4-dihydropyrido[4,3-d]pyrimidin-2(1H)-one FC1=C(C(=C(C=C1OC)OC)F)N1C(N(C2=C(C1)C=NC(=C2)C=2C=NN(C2)C)CC=2C=NN(C2)CC)=O